N-(4-(4-(3-oxa-8-azabicyclo[3.2.1]octan-8-yl)-7H-pyrrolo[2,3-d]pyrimidin-6-yl)phenyl)-4-((3-acrylamidoazetidin-1-yl)methyl)picolinamide C12COCC(CC1)N2C=2C1=C(N=CN2)NC(=C1)C1=CC=C(C=C1)NC(C1=NC=CC(=C1)CN1CC(C1)NC(C=C)=O)=O